C(C=C)C=1C(=C(C(=O)O)C=CC1C(=O)O)CC=C.C(C1=CC=C(C(=O)OCC=C)C=C1)(=O)OCC=C diallyl terephthalate (DIALLYL TEREPHTHALATE)